1-(4-amino-6-methylpyrimidin-2-yl)-3-(naphthalen-2-yl)urea NC1=NC(=NC(=C1)C)NC(=O)NC1=CC2=CC=CC=C2C=C1